(1S,5R) or (1R,5S)-3-(8-cyanoquinolin-5-yl)-N-(4-(4-(cyclopropylmethyl)piperazin-1-yl)cyclohexyl)-5-(trifluoromethyl)-3-azabicyclo[3.1.0]hexane-1-carboxamide C(#N)C=1C=CC(=C2C=CC=NC12)N1C[C@@]2(C[C@@]2(C1)C(F)(F)F)C(=O)NC1CCC(CC1)N1CCN(CC1)CC1CC1 |o1:14,16|